FC=1C=C2C(=NNC2=CC1OCCOC)C1=CC(=NO1)C=1C=NC(=CC1)C(=O)N1C[C@@H](CC1)F 5-Fluoro-3-(3-{6-[(3R)-3-fluoropyrrolidine-1-carbonyl]pyridin-3-yl}-1,2-oxazol-5-yl)-6-(2-methoxyethoxy)-1H-indazole